NC1=C(C(=NC(=C1F)C1=CC=C(C=C1)Cl)C(=O)O)Cl 4-amino-3-chloro-6-(4-chlorophenyl)-5-fluoropyridine-2-carboxylic acid